CC1CCC(CC1)NC(OC1=CC=CC=C1)=O phenyl ((1R,4R)-4-methylcyclohexyl)carbamate